(S)-5-(5-fluoro-2-(4-(5-(5-methylthiazol-2-yl)-4,5-dihydro-1H-pyrazole-1-carbonyl)piperazin-1-yl)pyrimidin-4-yl)-1-methyl-1H-1,2,4-triazole-3-carbonitrile FC=1C(=NC(=NC1)N1CCN(CC1)C(=O)N1N=CC[C@H]1C=1SC(=CN1)C)C1=NC(=NN1C)C#N